[Cl-].C(CCC)[N+]1(CCCCC1)CCCC 1,1-dibutyl-piperidinium chloride